6-(4-methoxy-2-methylphenyl)-2-(pyrimidin-2-yl)-7,8-dihydro-phthalazin-1(2H)-one COC1=CC(=C(C=C1)C1=CC=2C=NN(C(C2CC1)=O)C1=NC=CC=N1)C